racemic-4-(((3S,4R)-4-(4-cyanophenyl)-1-methylpyrrolidin-3-yl)methyl)-5-cyclopropyl-7-methyl-1H-indole-carboxylic acid tert-butyl ester C(C)(C)(C)OC(=O)C=1NC2=C(C=C(C(=C2C1)C[C@@H]1CN(C[C@H]1C1=CC=C(C=C1)C#N)C)C1CC1)C |r|